C(C)(C)(C)NC(=O)C1=CC=C(C=C1)NC(C(CC1=CC=CC=C1)NC(OC(C)(C)C)=O)=O tert-butyl 1-(4-(tert-butylcarbamoyl) phenylamino)-1-oxo-3-phenylpropan-2-ylcarbamate